(1,3-dimethylimidazolin-4-yl)benzothiazole-6-carboxylic acid ethyl ester C(C)OC(=O)C1=CC2=C(N=C(S2)C2N(CN(C2)C)C)C=C1